ClC1=C(C=C(C=C1N)C)N(C)C1=CC(=CC=C1)F 2-chloro-N1-(3-fluorophenyl)-N1,5-dimethylbenzene-1,3-diamine